ClC=1SC(=CN1)C1=CC=C(C=N1)S(=O)(=O)NC=1C=CC=C2C=NN(C12)C 6-(2-chloro-1,3-thiazol-5-yl)-N-(1-methylindazol-7-yl)pyridine-3-sulfonamide